ClC1=NC=C(C(=N1)N1CC(C2=CC=CC=C12)(C(=O)N)C)Cl 1-(2,5-dichloropyrimidin-4-yl)-3-methylindolin-3-carboxamide